3-((5-chloro-4'-hydroxy-[1,1'-biphenyl]-3-yl)oxy)-1-((4-methyl-5-oxo-4,5-dihydro-1H-1,2,4-triazol-3-yl)methyl)-4-(trifluoromethyl)pyridin-2(1H)-one ClC=1C=C(C=C(C1)C1=CC=C(C=C1)O)OC=1C(N(C=CC1C(F)(F)F)CC1=NNC(N1C)=O)=O